O1CCCC2=CC(=CC=C12)CNC(N(C1CCN(CC1)C)CC1=CC=C(C=C1)F)=O 3-(chroman-6-ylmethyl)-1-(4-fluoro-benzyl)-1-(1-methyl-piperidin-4-yl)-urea